4-(N-methyl)amino-N-Bocpiperidine CNC1CCN(CC1)C(=O)OC(C)(C)C